C(C)OC(=O)C=1C(=NC(=C(C1C1=CC=C(S1)C(=O)O)C(=O)OCC)[C@H]1NCCC1)CCC1=CC=C(C=C1)F (S)-5-(3,5-bis(ethoxycarbonyl)-2-(4-fluorophenethyl)-6-(pyrrolidin-2-yl)pyridin-4-yl)thiophene-2-carboxylic acid